N1(C=NC=C1)C1=CC(=NC=C1)C(=O)NC1CN(CC1C)C(C)C 4-(1H-imidazol-1-yl)-N-(1-isopropyl-4-methylpyrrolidin-3-yl)picolinamide